3-(4-ethylcyclopent-1-en-1-yl)-2-methylpropionaldehyde C(C)C1CC=C(C1)CC(C=O)C